C(CCC)N1C([C@H](NC(C12CCN(CC2)CC2=CC=C(C=C2)CC2=C(C=C(C=C2)C(=O)NC)OC)=O)[C@@H](C2CCOCC2)O)=O (3R)-1-butyl-2,5-dioxo-3-((1R)-1-hydroxy-1-(tetrahydropyran-4-yl)methyl)-9-(4-(4-methylaminocarbonyl-2-methoxyphenylmethyl)phenylmethyl)-1,4,9-triazaspiro[5.5]undecane